3-(acryloxyethyl-dimethylamino)propanecarboxylic acid C(C=C)(=O)OCCCN(CCCC(=O)O)C